N-(5-(4-(4-cyanophenyl)piperidine-1-carbonyl)-1-methyl-1H-pyrazol-3-yl)-6-(isobutylamino)nicotinamide C(#N)C1=CC=C(C=C1)C1CCN(CC1)C(=O)C1=CC(=NN1C)NC(C1=CN=C(C=C1)NCC(C)C)=O